COC1=CC=C(C=C1)SC=1C=C2C=NNC(C2=CC1)=O 6-((4-methoxyphenyl)thio)phthalazin-1(2H)-one